trans-azetidin-3-yl morpholine-4-carboxylate N1(CCOCC1)C(=O)OC1CNC1